2-({2-cyclopropyl-4-[4-(2-methoxy-phenyl)-piperidin-1-yl]-8-methyl-quinazolin-6-yl}-methyl-amino)-ethanol C1(CC1)C1=NC2=C(C=C(C=C2C(=N1)N1CCC(CC1)C1=C(C=CC=C1)OC)N(CCO)C)C